(±)-3-(5-chloro-2-hydroxyphenyl)-1,3-dihydro-3-hydroxy-2H-benz[f]indol-2-one ClC=1C=CC(=C(C1)[C@]1(C(NC2=CC3=C(C=C12)C=CC=C3)=O)O)O |r|